OC1=CC=C(C=C1)C1=NN=NN1 5-(4-hydroxyphenyl)-1H-tetrazole